1-(4-(1,4-dimethyl-1H-pyrazol-5-yl)-5-fluoropyrimidin-2-yl)-N-hydroxy-N-(oxazol-5-ylmethyl)piperidine-4-carboxamide CN1N=CC(=C1C1=NC(=NC=C1F)N1CCC(CC1)C(=O)N(CC1=CN=CO1)O)C